5-(2-bromo-4,5-dimethoxyphenyl)-2-(((2-(dimethylamino)ethyl)amino)methylene)cyclohexane-1,3-dione BrC1=C(C=C(C(=C1)OC)OC)C1CC(C(C(C1)=O)=CNCCN(C)C)=O